6-METHOXYBENZOXAZOLINONE COC1C=CC2NC(=O)OC=2C=1